N=1C=NN2C1C=C(C=C2)OC2=C(C=C(C=C2)NC2=NC=NC1=C2N=C(N=C1)OC1CC2CCC(C1)N2C(C=C)=O)C 1-(3-((8-((4-([1,2,4]Triazolo[1,5-a]pyridin-7-yloxy)-3-methylphenyl)amino)pyrimido[5,4-d]pyrimidin-2-yl)oxy)-8-azabicyclo[3.2.1]octan-8-yl)prop-2-en-1-one